ClC=1C=C(C=CC1F)[C@@H]1CN2[C@H](CO1)CN(CC2)C(=O)C2=C(C(=CC=C2)C2=NC=CC=C2C)Cl [(3R,9aS)-3-(3-chloro-4-fluoro-phenyl)-3,4,6,7,9,9a-hexahydro-1H-pyrazino[2,1-c][1,4]oxazin-8-yl]-[2-chloro-3-(3-methyl-2-pyridyl)phenyl]methanone